(R)-methoxymalonic acid COC(C(=O)O)C(=O)O